ONC(=O)C1=CC2=C(CN([C@H](CO2)C2=CC=CC=C2)C(C2=CC=NC=C2)=O)C=C1 (S)-N-hydroxy-4-isonicotinoyl-3-phenyl-2,3,4,5-tetrahydrobenzo[f][1,4]oxazepine-8-carboxamide